FC(=C1CC(N(C1)C(CNC(CCCOC1=CC=CC=C1)=O)=O)C(=O)N)F 4-(difluoromethylene)-1-((4-phenoxy-butyryl)glycyl)pyrrolidine-2-carboxamide